1-((2-(trimethylsilyl)ethoxy)methyl)-1H-pyrazole-4-carboxamide C[Si](CCOCN1N=CC(=C1)C(=O)N)(C)C